N4-(((1S,2S)-2-(3-chlorophenyl)cyclopropyl)methyl)-N-((6-cyclopropylimidazo[1,2-a]pyridin-2-yl)methyl)pyrimidine-4,6-diamine ClC=1C=C(C=CC1)[C@@H]1[C@H](C1)CN(C1=NC=NC(=C1)N)CC=1N=C2N(C=C(C=C2)C2CC2)C1